OC(CN1CCC(CC1)COC=1C=C2C(=C(NC2=CC1)C=1C=C(C(N(C1)C)=O)C)C(C)C)(C)C 5-(5-((1-(2-hydroxy-2-methylpropyl)piperidin-4-yl)methoxy)-3-isopropyl-1H-indol-2-yl)-1,3-dimethylpyridin-2(1H)-one